N-(4-oxo-4H-pyrido[1,2-a]pyrimidin-2-yl)oxetane-3-carboxamide O=C1C=C(N=C2N1C=CC=C2)NC(=O)C2COC2